NC1=C(C=NC=2N1N=CC2C2=NOC(N2)=O)C2=C(C=CC1=CC=CC=C21)C(F)F 3-(7-amino-6-(2-(difluoromethyl)naphthalen-1-yl)pyrazolo[1,5-a]pyrimidin-3-yl)-1,2,4-oxadiazol-5(4H)-one